3-[4-Bromo-2-(trifluoromethoxy)phenyl]-7-methoxy-2H-pyrano[3,2-c]pyridin-2-one BrC1=CC(=C(C=C1)C1=CC=2C=NC(=CC2OC1=O)OC)OC(F)(F)F